O1C=C(C2=C1C=CC=C2)C21CN(CC1C2)C 1-(benzofuran-3-yl)-3-methyl-3-azabicyclo[3.1.0]hexane